4-((2'S,3S,4'R,5'R)-1-(4-carboxybenzyl)-5-chloro-4'-(2-chlorophenyl)-2'-neopentyl-spiro[indoline-3,3'-pyrrolidine]-5'-carboxamido)-3-methoxybenzoic acid C(=O)(O)C1=CC=C(CN2C[C@@]3([C@@H](N[C@H]([C@H]3C3=C(C=CC=C3)Cl)C(=O)NC3=C(C=C(C(=O)O)C=C3)OC)CC(C)(C)C)C3=CC(=CC=C23)Cl)C=C1